CN(C(OC(C)(C)C)=O)CC=1OC2=C(C1)C=C(C(=C2)C(NC2(CC2)C2=CC=CC1=CC=CC=C21)=O)C tert-butyl methyl((5-methyl-6-((1-(naphthalen-1-yl)cyclopropyl) carbamoyl)benzofuran-2-yl)methyl)carbamate